C1(CCC(N1N1CC(=CC(=C1)I)C(=O)[O-])=O)=O N-succinimidyl-5-iodo-3-pyridinecarboxylate